3-silacyclopentene C1=C[SiH2]CC1